CCCCCCCCCCCCCCCCOC[C@H](COP(=O)([O-])OCC[N+](C)(C)C)OC(=O)CCCCO The molecule is a 2-acyl-1-alkyl-sn-glycero-3-phosphocholine in which the alkyl and the acyl groups at positions 1 and 2 are specified as hexadecyl and 4-hydroxybutyl respectively. It derives from a 5-hydroxypentanoic acid and a hexadecan-1-ol.